7-chloro-2,4-dimethyl-2-(1-(oxolan-2-ylmethyl)piperidin-4-yl)benzo[d][1,3]dioxan-5-carboxylic acid ClC=1C=C(C2=C(OC(OC2C)(C2CCN(CC2)CC2OCCC2)C)C1)C(=O)O